1-benzyl-2-(4-fluorophenyl)-1H-benzo[d]imidazole-4-carboxamide C(C1=CC=CC=C1)N1C(=NC2=C1C=CC=C2C(=O)N)C2=CC=C(C=C2)F